O1C=CC2=C1C=CC(=C2)S(=O)(=O)N2CC1=C(C2)CN(C1)C(=O)NC=1C(=NOC1C)C 5-(1-Benzofuran-5-sulfonyl)-N-(dimethyl-1,2-oxazol-4-yl)-1H,2H,3H,4H,5H,6H-pyrrolo[3,4-c]pyrrole-2-carboxamide